N-cyclopropyl-3-(2-((1-hydroxy-2-methylpropan-2-yl)amino)-[3,4'-bipyridin]-5-yl)-4-methylbenzamide C1(CC1)NC(C1=CC(=C(C=C1)C)C=1C=C(C(=NC1)NC(CO)(C)C)C1=CC=NC=C1)=O